Racemic-N-allyl-N-isopropyl-N-methylbenzenaminium iodide [I-].C(C=C)[N@+](C1=CC=CC=C1)(C)C(C)C |r|